NCCCC1OCC2(CO1)COC(OC2)CCCN 3,9-Bis(3-aminopropyl)-2,4,8,10-tetraoxaspiro[5.5]undecane